ClC(C(=O)[O-])C(=O)[O-] chloromalonate